4-methyl-2,3-hexanediol dibenzoate C(C1=CC=CC=C1)(=O)OC(C)C(C(CC)C)OC(C1=CC=CC=C1)=O